FC(C=1C=C(CN2N=CC=C2)C=CC1)(F)F 1-(3-(trifluoromethyl)benzyl)-1H-pyrazol